FC=1C=C(C=C(C1)C1=NNC2=NC=C(C=C21)C2=CC=C(C=C2)N2CCN(CC2)C)NC(=O)NC=2C=NC=NC2 1-(3-fluoro-5-(5-(4-(4-methylpiperazin-1-yl)phenyl)-1H-pyrazolo[3,4-b]pyridin-3-yl)phenyl)-3-(pyrimidin-5-yl)urea